C(C)OC(=O)C1C2C(CN(C1)C(CC1=CNC3=CC(=CC=C13)OC)=O)CN(C2)C(C2=CC(=C(C=C2)Cl)Cl)=O 2-(3,4-Dichlorobenzoyl)-5-(2-(6-methoxy-1H-indol-3-yl)acetyl)octahydro-1H-pyrrolo[3,4-c]pyridine-7-carboxylic acid ethyl ester